[Li].[La].[Mo].[Ni] Nickel-molybdenum-lanthanum-lithium